perfluoro(tridecyl)fluorooctyl-triethoxysilane FC(C(F)(F)F)(O[Si](OC(C(F)(F)F)(F)F)(OC(C(F)(F)F)(F)F)C(C(C(C(C(C(C(C(F)(F)F)(F)F)(F)F)(F)F)(F)F)(F)F)(F)F)(F)F)C(C(C(C(C(C(C(C(C(C(C(C(C(F)(F)F)(F)F)(F)F)(F)F)(F)F)(F)F)(F)F)(F)F)(F)F)(F)F)(F)F)(F)F)(F)F